N[C@@H](CC1=CC=C(C=C1)B(O)O)C(=O)OC(C)(C)C (S)-4-(2-AMINO-3-TERT-BUTOXY-3-OXOPROPYL)PHENYLBORONIC ACID